C(C)OC=1C=C(C=CC1F)[C@H](C)NC(=O)C=1C(N(C2=C(N=C(C=C2C1N1CCN[C@H](CC1)C)C)C1CC1)C)=O N-[(S)-1-(3-ethoxy-4-fluorophenyl)ethyl]-4-[(S)-5-methyl-1,4-diazepan-1-yl]-8-cyclopropyl-1-methyl-6-methyl-2-oxo-1,2-dihydro-1,7-diaza-3-naphthamid